(S)-N-t-butoxycarbonyl-3-piperidinol C(C)(C)(C)OC(=O)N1C[C@H](CCC1)O